ClC1=C(C=C(C(=O)N(C)OC)C=C1)C(F)(F)F 4-Chloro-N-methoxy-N-methyl-3-(trifluoromethyl)benzamide